C(C)C(CC(CCCCCCCCCO)(O)CC(CCCC)CC)CCCC di(2-ethylhexyl)1,10-decanediol